3-(6-amino-2-oxo-3H-benzimidazol-1-yl)-N-methyl-propanamide NC=1C=CC2=C(N(C(N2)=O)CCC(=O)NC)C1